FC(C(=O)O)(F)F.NC=1N=CC(=NC1C1=CC(=NC=C1)C#N)C=1C=C(C=CC1C)S(=O)(=O)NC12COC(CC1)(CC2)CO 3-(5-Amino-6-(2-cyanopyridin-4-yl)pyrazin-2-yl)-N-(1-(hydroxymethyl)-2-oxabicyclo[2.2.2]octan-4-yl)-4-methylbenzenesulfonamide trifluoroacetate salt